6-bromo-2-((5-chloropyridin-2-yl)methyl)-3-(4-fluorophenyl)-3-hydroxyisoindolin-1-one BrC1=CC=C2C(N(C(C2=C1)=O)CC1=NC=C(C=C1)Cl)(O)C1=CC=C(C=C1)F